trans-methyl 4-acetylcyclohexanecarboxylate C(C)(=O)[C@@H]1CC[C@H](CC1)C(=O)OC